[Mn](=O)(=O)(=O)[O-].[K+] kalium permanganate